O[C@H](COC=1C=C(C=CC1)S(=O)(=O)NC)CN[C@H]1COC2(C1)CCN(CC2)C2=NC=C(C=N2)CCC 3-((S)-2-hydroxy-3-((R)-8-(5-propylpyrimidin-2-yl)-1-oxa-8-azaspiro[4.5]dec-3-ylamino)propoxy)-N-methylbenzenesulfonamide